Cl.Cl.FC=1C=C(C=CC1)[C@H](CNC(CC1CCN(CC1)C)(C)C)O (R)-1-(3-Fluorophenyl)-2-((2-methyl-1-(1-methylpiperidin-4-yl)-propan-2-yl)amino)ethan-1-ol dihydrochloride